3-(4-(2',5'-Dimethoxy-[1,1'-biphenyl]-4-yl)-1H-1,2,3-triazol-1-yl)benzoic acid COC1=C(C=C(C=C1)OC)C1=CC=C(C=C1)C=1N=NN(C1)C=1C=C(C(=O)O)C=CC1